CC=1N=C(NC1)C1=NC=CC(=C1)OC=1C=C2CC(COC2=CC1)C=1NC=C(N1)C1=CC=CC=C1 2-(4-methyl-1H-imidazol-2-yl)-4-[3-(4-phenyl-1H-imidazol-2-yl)chroman-6-yl]oxy-pyridine